CON(C(C(C)OC)=O)CC1=CC=C(C=C1)C1=NOC(=N1)C(F)(F)F N,2-dimethoxy-N-[[4-[5-(trifluoro-methyl)-1,2,4-oxadiazol-3-yl]phenyl]methyl]propanamide